N-(3-bromo-1-(2-(1,1-difluoroethyl)-6-isopropylpyrimidin-4-yl)-1H-pyrazolo[4,3-c]pyridin-6-yl)acetamide BrC1=NN(C2=C1C=NC(=C2)NC(C)=O)C2=NC(=NC(=C2)C(C)C)C(C)(F)F